C(C)C1=C(C=CC(=C1)O)O 2-ethyl-1,4-benzenediol